5-phenyl-4,5-dihydro-pyrazol C1(=CC=CC=C1)C1CC=NN1